4-Cyanophenylacetone C(#N)C1=CC=C(C=C1)CC(C)=O